tert-butyl-3-[4-(2,3-dichloro-6-[[2-(trimethylsilyl)ethoxy]methoxy]phenyl)-2-oxopiperidin-1-yl]pyrrolidine-1-carboxylate C(C)(C)(C)OC(=O)N1CC(CC1)N1C(CC(CC1)C1=C(C(=CC=C1OCOCC[Si](C)(C)C)Cl)Cl)=O